2-(2-(cyclopropanesulfonylamino)thiazol-4-yl)-N-(5,5'-difluoro-[3,3'-bipyridin]-6-yl)-2-methylpropanamide C1(CC1)S(=O)(=O)NC=1SC=C(N1)C(C(=O)NC1=C(C=C(C=N1)C=1C=NC=C(C1)F)F)(C)C